C(CCCCC)OCC(C)OCC(C)N 1-((1-hexyloxypropan-2-yl)oxy)-propan-2-amine